N[C@@H]1CN(CC1)C1=CC(=C(C=C1)C1=NN2C(N=C(C=C2C2=NN(N=C2)C)C(=O)N2[C@@H](C3=CC=CC=C3CC2)C)=C1)F (2-(4-((S)-3-aminopyrrolidin-1-yl)-2-fluorophenyl)-7-(2-methyl-2H-1,2,3-triazol-4-yl)pyrazolo[1,5-a]pyrimidin-5-yl)((R)-1-methyl-3,4-dihydroisoquinolin-2(1H)-yl)methanone